FC1CC(CC1)C(=O)N1CC2(CCCC2)C(CC1)(O)CN1C=C(C(=CC1=O)C1=CC=CC=C1)C(=O)N(C)C 1-((7-(3-fluorocyclopentane-1-carbonyl)-10-hydroxy-7-azaspiro[4.5]decan-10-yl)methyl)-N,N-dimethyl-6-oxo-4-phenyl-1,6-dihydropyridine-3-carboxamide